(5-(5-chloro-2-methylbenzo[d]oxazol-6-yl)pyrazin-2-yl)-2,6-difluorobenzamide ClC=1C(=CC2=C(N=C(O2)C)C1)C=1N=CC(=NC1)C=1C(=C(C(=O)N)C(=CC1)F)F